(Z)-((8-((2,2'-dichloro-3'-(2-fluoro-2-(7-isopropyl-5,6,7,8-tetrahydro-2,7-naphthyridin-3-yl)vinyl)-[1,1'-biphenyl]-3-yl)amino)-1,7-naphthyridin-3-yl)methyl)-D-serine ClC1=C(C=CC=C1NC=1N=CC=C2C=C(C=NC12)CN[C@H](CO)C(=O)O)C1=C(C(=CC=C1)\C=C(\C=1N=CC=2CN(CCC2C1)C(C)C)/F)Cl